(2R,4R)-1-acetyl-4-((3-(cyclopropylmethoxy)-4-(difluoromethoxy)phenyl)amino)pyrrolidine-2-carboxylic acid methyl ester COC(=O)[C@@H]1N(C[C@@H](C1)NC1=CC(=C(C=C1)OC(F)F)OCC1CC1)C(C)=O